trimethyloloctadecyl-methane C(O)C(CCCCCCCCCCCCCCCCCC)(CO)CO